BrC1=C2C(C(COC2=CC=C1)C1=C(C=C(C=C1)Cl)F)=O 5-bromo-3-(4-chloro-2-fluorophenyl)chromane-4-one